ClC=1C=CC(=C(C1)N1C(C(N(CC1)[C@H](C(=O)NC=1C=C2C=C(NC2=CC1)C(=O)OC(C)(C)C)CC1=CC=CC=C1)=O)=O)N1N=NN=C1 Tert-butyl (S)-5-(2-(4-(5-chloro-2-(1H-tetrazol-1-yl) phenyl)-2,3-dioxopiperazin-1-yl)-3-phenylpropionamido)-1H-indole-2-carboxylate